N-(2-bromo-6-carbamoyl-4-chloro-phenyl)-2-cyclopropyl-5-(2,2,2-trifluoroethoxy)pyrazole-3-carboxamide BrC1=C(C(=CC(=C1)Cl)C(N)=O)NC(=O)C=1N(N=C(C1)OCC(F)(F)F)C1CC1